methyl 1-(3,4-dimethoxybenzyl)-4-methyl-5-oxopyrrolidine-3-carboxylate COC=1C=C(CN2CC(C(C2=O)C)C(=O)OC)C=CC1OC